(2S)-3-[(2'S,7R)-2-chloro-2'-methyl-spiro[4,5-dihydrothieno[2,3-c]pyran-7,4'-piperidin]-1'-yl]-2-hydroxy-propionamide ClC1=CC2=C(S1)[C@@]1(C[C@@H](N(CC1)C[C@@H](C(=O)N)O)C)OCC2